C1(CC1)[C@@H](CC#N)N1N=CC(=C1)C=1C2=C(N=CN1)NC=C2 (3R)-3-cyclopropyl-3-[4-(7H-pyrrolo[2,3-d]pyrimidin-4-yl)pyrazol-1-yl]propionitrile